C(C)(C)(C)OC(C(CCC(=O)O)N1CCN(CCN(CCN(CC1)CC=1N(C(C=CC1)=O)OCC1=CC=CC=C1)CC=1N(C(C=CC1)=O)OCC1=CC=CC=C1)CC=1N(C(C=CC1)=O)OCC1=CC=CC=C1)=O 5-(tert-Butoxy)-5-oxo-4-[4,7,10-tris({[1-(benzyloxy)-6-oxopyridin-2-yl]methyl})-1,4,7,10-tetraazacyclododecan-1-yl]pentanoic acid